N1N=NC=C1C1[C@H]2CN(C[C@@H]12)C1=NN=C(O1)C=1C=NC(=NC1)N[C@@H]1CCC2=CC=CC=C12 5-(5-((1R,5S,6R)-6-(1H-1,2,3-triazol-5-yl)-3-azabicyclo[3.1.0]hexan-3-yl)-1,3,4-oxadiazol-2-yl)-N-((R)-2,3-dihydro-1H-inden-1-yl)pyrimidin-2-amine